C(=O)(OC(C)(C)C)C([C@H](OC1=C(C=C(C=C1)C1=CC(=NC=C1)NC(OC)=O)C1CC1)N)(CC(C)C)C (S)-methyl (4-(4-((2-Boc-amino-2,4-dimethylpentyl)oxy)-3-cyclopropylphenyl)pyridin-2-yl)carbamate